2-amino-2-{2-[4-(heptyloxy)-3-(trifluoromethyl)phenyl]ethyl}propan-1,3-diol NC(CO)(CO)CCC1=CC(=C(C=C1)OCCCCCCC)C(F)(F)F